Natrium hydroxymethansulfinat OCS(=O)[O-].[Na+]